N'-sec-butyl-p-phenylenediamine C(C)(CC)NC1=CC=C(C=C1)N